BrC=1C(=NC(=CC1)C=1N=NN(C1COC1OCCCC1)C)CC 3-bromo-2-ethyl-6-{1-methyl-5-[(oxan-2-yloxy)methyl]-1H-1,2,3-triazol-4-yl}pyridine